ClCCCC#CCCCCCC(OCC)OCC (7Z)-11-chloro-1,1-diethoxy-7-undecyne